5-(HYDROXYMETHYL)NAPHTHALENE-1-BORONIC ACID OCC1=C2C=CC=C(C2=CC=C1)B(O)O